CC(CS(=O)(=O)[O-])CS(=O)(=O)[O-].[Na+].[Na+] sodium 2-methyl-1,3-propanedisulfonate